(2S,4S)-4-fluoro-1-[2-[4-[[8-(trifluoromethyl)-6-quinolyl]amino]-1-piperidyl]acetyl]pyrrolidine-2-carbonitrile F[C@H]1C[C@H](N(C1)C(CN1CCC(CC1)NC=1C=C2C=CC=NC2=C(C1)C(F)(F)F)=O)C#N